C1(CC1)NC(=O)C1=CC(=NN1CC=1C=C2C=CN(C2=CC1)S(=O)(=O)C1=CC=C(C)C=C1)C(=O)NC N5-Cyclopropyl-N3-methyl-1-((1-tosyl-1H-indol-5-yl)methyl)-1H-pyrazole-3,5-dicarboxamide